3''-chloro-4''-((2,3-difluorobenzyl)oxy)-3-(2-hydroxypropane-2-yl)-5',6''-dimethyl-2H,2''H-[1,2':4',1''-terpyridine] ClC=1CN(C(=CC1OCC1=C(C(=CC=C1)F)F)C)C1=CC(=NC=C1C)N1CC(=CC=C1)C(C)(C)O